OC1=C(C=CC=C1)C=1C=C2C(=NN1)NC[C@@H]1N2CCN(C1)C(=O)N1CCOC2(C1)CCN(CC2)C(=O)OC(C)(C)C (S)-tert-butyl 4-(2-(2-hydroxyphenyl)-6,6a,7,8,9,10-hexahydro-5H-pyrazino[1',2':4,5]pyrazino[2,3-c]pyridazine-8-carbonyl)-1-oxa-4,9-diazaspiro[5.5]undecane-9-carboxylate